2-[(2S,4R,5R)-1-(2,4-dichlorophenyl)-5-hydroxy-2,6,6-trimethylheptane-4-yl]-2,4-dihydro-3H-1,2,4-triazole-3-thione ClC1=C(C=CC(=C1)Cl)C[C@@H](C[C@H]([C@@H](C(C)(C)C)O)N1N=CNC1=S)C